2-(2-iminothiazolidin-3-yl)phenol N=C1SCCN1C1=C(C=CC=C1)O